COC(=O)C1(CC1)OCC1=CC=CC=C1 1-(Benzyloxy)cyclopropane-1-carboxylic acid methyl ester